C(COCCOCCOCCOCCOCCOCCOCCO)N=[N+]=[N-] o-(2-azidoethyl)heptaethylene glycol